C1(=CCCC1)C1=CC=C(C(=N1)NC=1C=CC(=NC1)NC(OC(C)(C)C)=O)[N+](=O)[O-] tert-butyl (5-((6-(cyclopent-1-en-1-yl)-3-nitropyridin-2-yl)amino)pyridin-2-yl)carbamate